(7R)-3-[(3-chloro-2-methoxyphenyl)amino]-7-[(dimethylamino)methyl]-2-(pyridin-4-yl)-5H,6H,7H-pyrazolo[1,5-a]pyrazin-4-one ClC=1C(=C(C=CC1)NC=1C(=NN2C1C(NC[C@@H]2CN(C)C)=O)C2=CC=NC=C2)OC